perfluoro-3,4-dimethyl-cyclobutane FC1(C(C(C1(C(F)(F)F)F)(C(F)(F)F)F)(F)F)F